FC1(CCN(CC1)CC1=CC=CC(=N1)C=1N=NN(C1)C1=C(C=C(C=C1)NS(=O)(=O)C)N1CCC2(CC2)CC1)F N-(4-(4-(6-((4,4-difluoropiperidin-1-yl)methyl)pyridin-2-yl)-1H-1,2,3-triazol-1-yl)-3-(6-azaspiro[2.5]octan-6-yl)phenyl)methanesulfonamide